acetic acid Oxime C(C)(O)=NO